3-((1-(3,5-difluorophenyl)-4-oxobutyl)carbamoyl)-3-hydroxyazetidine-1-carboxylic acid tert-butyl ester C(C)(C)(C)OC(=O)N1CC(C1)(O)C(NC(CCC=O)C1=CC(=CC(=C1)F)F)=O